C(#CC(C)C)C#CC(C)C i-pentynyl-(i-pentyne)